FC(S(=O)(=O)NC1=CC(=C(OC=2N=C(SC2C2=NC(=NC=C2)N[C@H]2CC(CN(C2)C(=O)OC(C)(C)C)(F)F)C)C=C1F)C)F tert-butyl (5S)-5-[[4-[4-[4-(difluoromethylsulfonylamino)-5-fluoro-2-methyl-phenoxy]-2-methyl-thiazol-5-yl]pyrimidin-2-yl]amino]-3,3-difluoro-piperidine-1-carboxylate